CC1(C[SH2](C1)=O)C 3,3-dimethyl-1λ6-thietane-1-oxide